(3R)-3-(4-chlorophenyl)-4-fluoro-3-{[1-(hydroxymethyl)cyclopropyl]methoxy}-6-(2-hydroxypropan-2-yl)-2-[(5-methoxypyridin-2-yl)methyl]-2,3-dihydro-1H-isoindol-1-one ClC1=CC=C(C=C1)[C@@]1(N(C(C2=CC(=CC(=C12)F)C(C)(C)O)=O)CC1=NC=C(C=C1)OC)OCC1(CC1)CO